[C@H]12[C@H](NC[C@@H]2C1)C(=O)N1CCC(CC1)C(=O)C1=CN(C2=CN=CC=C21)C2=C(C=C(C=C2)F)C2=CC=NN2C(C)C (1-((1S,2S,5R)-3-Azabicyclo[3.1.0]hexane-2-carbonyl)piperidin-4-yl)(1-(4-fluoro-2-(1-isopropyl-1H-pyrazol-5-yl)phenyl)-1H-pyrrolo[2,3-c]pyridin-3-yl)methanone